1,2-Diarachidonoyl-sn-glycero-3-phosphorylcholine C(CCC\C=C/C\C=C/C\C=C/C\C=C/CCCCC)(=O)OC[C@@H](OC(CCC\C=C/C\C=C/C\C=C/C\C=C/CCCCC)=O)COP(=O)(O)OCC[N+](C)(C)C